4-(dibenzylamino)cyclohexan-1-ol bis(2-{(4-methoxybenzyl)(4-dimethylaminobenzyl)aminocarbonyloxyethoxy}ethyl)2,6-pyridinedicarboxylate COC1=CC=C(CC(COCCC=2C=C(C(=NC2C(=O)O)C(=O)O)CCOCC(CC2=CC=C(C=C2)OC)OC(=O)NCC2=CC=C(C=C2)N(C)C)OC(=O)NCC2=CC=C(C=C2)N(C)C)C=C1.C(C1=CC=CC=C1)N(C1CCC(CC1)O)CC1=CC=CC=C1